C(C)C1=CN=C(S1)NC([C@@H](C)C=1C=C(C=CC1)C1=NN(C(=C1)NC(C=C)=O)C)=O (S)-N-(3-(3-(1-((5-ethylthiazol-2-yl)amino)-1-oxopropan-2-yl)phenyl)-1-methyl-1H-pyrazol-5-yl)acrylamide